(2-Fluorotetrahydro-1H-pyrrolizin-7a(5H)-yl-2-d)methanol FC1(CC2(CCCN2C1)CO)[2H]